NC1=C(C(=NN1C1=NN(C=C1)C)SCC)C=1CC(CC(C1)C1=CC=C(C=C1)Cl)=O 3-[5-amino-3-ethylsulfanyl-1-(1-methylpyrazol-3-yl)pyrazol-4-yl]-5-(4-chlorophenyl)cyclohex-3-en-1-one